CN1C=2N(CCCC1=O)C=NC2 1-methyl-4,5-dihydro-3H-imidazo[1,5-a][1,3]diazepin-2-one